FC(OC1=CC=C(C=C1)N1C(C(=C(C2=CC=C(N=C12)OCC)NC)C(=O)OCC)=O)F ethyl 1-(4-(difluoromethoxy) phenyl)-7-ethoxy-4-(methylamino)-2-oxo-1,2-dihydro-1,8-naphthyridine-3-carboxylate